CN1CCN(CC1)C=1C(N(C=CN1)C1=CC=C(C=C1)C1=NC=CC=N1)=O 3-[4-methylpiperazin-1-yl]-1-[4-(pyrimidin-2-yl)phenyl]pyrazin-2(1H)-one